C1NCC12CCN(CC2)C2=CC1=C(N(C(N1C)=O)C=1C(=NC(=CC1)OCC1=CC=CC=C1)OCC1=CC=CC=C1)C=C2 5-(2,7-diazaspiro[3.5]nonan-7-yl)-1-(2,6-dibenzyloxy-3-pyridyl)-3-methyl-benzimidazol-2-one